CC(=CC=O)C=CC=C(C)C 3,7-dimethyl-octa-2,4,6-trienal